C1(=CC=CC=C1)[C@@H]1[C@H](OC(O1)(CC)CC)CO ((4R,5R)-5-phenyl-2,2-diethyl-1,3-dioxolane-4-yl)methanol